C(C1=CC=CC=C1)C1=CC=C(C=C1)/C=C/C(=O)OCC ethyl (E)-3-(4-benzylphenyl)acrylate